C12COCC(N1[C@H]1CCC3=C(CC1)C=C(C=C3)C=3C=C1C(=NC3)NN=C1C1=CC=C(C=N1)C1=NC=CC=C1C(C)(C)O)C2 2-(6'-{5-[(7S)-7-{3-Oxa-6-azabicyclo[3.1.1]heptan-6-yl}-6,7,8,9-tetrahydro-5H-benzo[7]annulen-2-yl]-1H-pyrazolo[3,4-b]pyridin-3-yl}-[2,3'-bipyridin]-3-yl)propan-2-ol